B(O)(O)O.ClC1=C(C(=O)N([C@@H](CC(C)C)C(=O)O)NC(CCC2=CC(=CC(=C2)C(F)(F)F)C(F)(F)F)=O)C=C(C=C1)Cl (S)-N-(2,5-dichlorobenzoyl)-3-(3,5-bis(trifluoromethyl)phenyl)propionamido-D-leucine borate